(7S)-2-((trans-3-(4-methoxyphenoxy)cyclobutyl)amino)-4,7,8-trimethyl-7,8-dihydropteridin-6(5H)-one COC1=CC=C(O[C@@H]2C[C@H](C2)NC2=NC=3N([C@H](C(NC3C(=N2)C)=O)C)C)C=C1